O[C@](CCOC1=CC=C2C=C(C(=C(C2=C1)F)N1CC(NS1(=O)=O)=O)O)(CO)C 5-{7-[(3R)-3,4-dihydroxy-3-methylbutoxy]-1-fluoro-3-hydroxynaphthalen-2-yl}-1λ6,2,5-thiadiazolidine-1,1,3-trione